3-(3,4-difluorophenyl)tetrahydrofuran FC=1C=C(C=CC1F)C1COCC1